N-(((2S,4S)-4-hydroxypyrrolidin-2-yl)methyl)-4-(3-methyl-1H-pyrrolo[2,3-b]pyridin-4-yl)-3,4-dihydro-2H-1,4-thiazine-6-carboxamide hydrochloride Cl.O[C@H]1C[C@H](NC1)CNC(=O)C1=CN(CCS1)C1=C2C(=NC=C1)NC=C2C